N-[2-methyl-4-(1,3-dimethyl-1H-pyrazol-5-oxy)-5-chlorophenyl]formamidine CC1=C(C=C(C(=C1)OC1=CC(=NN1C)C)Cl)NC=N